N[C@@H](C1=CC=2N(N=C1)C=C(N2)[C@H](C2CCC(CC2)(F)F)NC(OC(C)(C)C)=O)C2CCOCC2 |o1:1| Tert-Butyl ((S)-(7-((R*)-amino(tetrahydro-2H-pyran-4-yl)methyl)imidazo[1,2-b]pyridazin-2-yl)(4,4-difluorocyclohexyl)methyl)carbamate